ethyl cyclopent-2-ene-1-carboxylate C1(C=CCC1)C(=O)OCC